3,3,4,4,4-Pentafluorobutan-2-yl-(3R,4S)-3-{5-[4-amino-5-(trifluoromethyl)pyrrolo[2,1-f][1,2,4]triazin-7-yl]-2-methoxypyridin-3-amido}-4-fluoropyrrolidin-1-carboxylat FC(C(C)OC(=O)N1C[C@H]([C@H](C1)F)NC(=O)C=1C(=NC=C(C1)C1=CC(=C2C(=NC=NN21)N)C(F)(F)F)OC)(C(F)(F)F)F